(2-(3-methoxyazetidin-1-yl)benzyl)-2-(9-(pyridin-2-yl)-6-oxaspiro[4.5]decane-9-yl)ethylamine COC1CN(C1)C1=C(CNCCC2(CCOC3(CCCC3)C2)C2=NC=CC=C2)C=CC=C1